ClC1=C(C=NC(=C1)C)/C=C/C(=O)C1=C(C2=C(NC1=O)SC=C2)SC (E)-5-(3-(4-chloro-6-methylpyridin-3-yl)acryloyl)-4-methylthiothieno[2,3-b]pyridin-6(7H)-one